FC1=CC=C(C(=C1C=O)OC)COC([2H])([2H])[2H] 6-Fluoro-2-methoxy-3-((methoxy-d3)methyl)benzaldehyde